ClC1=C(C(=CC=C1)Cl)C(C)C=1N(C=C(N1)C(C)(C)O)C1=C(C=C(C=C1)C1=CC(=C(C(=C1)S(=O)(=O)C)CO)F)F 2-(2-[1-(2,6-dichlorophenyl)ethyl]-1-[3,3'-difluoro-4'-(hydroxymethyl)-5'-(methylsulfonyl)biphenyl-4-yl]-1H-imidazol-4-yl)propan-2-ol